C(C)(C)(C)OC(N(C(=O)OC(C)(C)C)C=1C(=NC=C(C1)Br)C)=O (5-bromo-2-methylpyridin-3-yl)(tert-butoxycarbonyl)carbamic acid tert-butyl ester